(2R,3R,4R)-2-(6-amino-2-(hex-1-yn-1-yl)-8-(1H-pyrrol-2-yl)-9H-purin-9-yl)tetrahydrofuran-3,4-diol NC1=C2N=C(N(C2=NC(=N1)C#CCCCC)[C@@H]1OC[C@H]([C@H]1O)O)C=1NC=CC1